1-(4-(4-(5-(2-chloro-6-fluorophenyl)-4,5-dihydroisoxazol-3-yl)thiazol-2-yl)piperidin-1-yl)-2-((2-(trifluoromethyl)pyrimidin-4-yl)oxy)ethan-1-one ClC1=C(C(=CC=C1)F)C1CC(=NO1)C=1N=C(SC1)C1CCN(CC1)C(COC1=NC(=NC=C1)C(F)(F)F)=O